4-(3,8-diazabicyclo[3.2.1]octan-3-yl)-8-fluoro-2-(((2R,7aS)-2-fluorotetrahydro-1H-pyrrolizin-7a(5H)-yl)methoxy)-7-(1,1a,6,6a-tetrahydrocyclopropa[a]inden-5-yl)pyrido[4,3-d]pyrimidine C12CN(CC(CC1)N2)C=2C1=C(N=C(N2)OC[C@]23CCCN3C[C@@H](C2)F)C(=C(N=C1)C=1C=2CC3C(C2C=CC1)C3)F